benzyl (R)-benzyl(7-chloro-3,4-dihydro-2H-pyrano[3,2-c]pyridin-3-yl)carbamate C(C1=CC=CC=C1)N(C(OCC1=CC=CC=C1)=O)[C@@H]1CC=2C=NC(=CC2OC1)Cl